2,3-dihydro-phthalazine C=1NNC=C2C=CC=CC12